BrC1=NC=C(C(=N1)C1=CN=C2N1N=C(C(=C2)OC)N2CCOCC2)F 4-(3-(2-bromo-5-fluoropyrimidin-4-yl)-7-methoxyimidazo[1,2-b]pyridazin-6-yl)morpholine